4-(4-cyclopropyl-3-oxopiperazin-1-yl)-N-(5-(2-fluoro-6-methoxyphenyl)-1H-pyrazolo[3,4-c]pyridin-3-yl)benzamide C1(CC1)N1C(CN(CC1)C1=CC=C(C(=O)NC2=NNC3=CN=C(C=C32)C3=C(C=CC=C3OC)F)C=C1)=O